3-(4-((3-(2-((tert-butoxycarbonyl)amino)ethoxy)propanoyl)thio)phenyl)propanoic acid C(C)(C)(C)OC(=O)NCCOCCC(=O)SC1=CC=C(C=C1)CCC(=O)O